ClC1=CC=2C3C(CN(C2C(=C1)C1=NC=NN2C1=CC(=C2)CN2C(C1C(C1C2=O)(C)C)=O)C2CNCC2)C3 3-((4-(6-chloro-3-(pyrrolidin-3-yl)-1a,2,3,7b-tetrahydro-1H-cyclopropa[c]quinolin-4-yl)pyrrolo[2,1-f][1,2,4]triazin-6-yl)methyl)-6,6-dimethyl-3-azabicyclo[3.1.0]hexane-2,4-dione